C(CCCCCCCCCCCCCCCCCCC)(=O)O eicosanoic Acid